C[N+](C)(C)[C@@H](CC1=CN=C(N1)[Se]C[C@@H](C(=O)[O-])[NH3+])C(=O)[O-] The molecule is an L-alpha-amino acid zwitterion formed from hercynylselenocysteine by transfer of a proton from the carboxy to the amino group; major species at pH 7.3. It is a tautomer of a hercynylselenocysteine.